(S)-N-(1-(6,7-difluoro-4-oxo-3,4-dihydrophthalazin-1-yl)ethyl)-N-methylbenzo[d]oxazole-5-carboxamide FC=1C=C2C(NN=C(C2=CC1F)[C@H](C)N(C(=O)C=1C=CC2=C(N=CO2)C1)C)=O